CC1=C2C(=[N+](C(=C1)NC1=NC=NC(=C1)NC1=NC(=CC=C1)C)[O-])C1(NC2=O)CCCCC1 4'-methyl-2'-((6-((6-methylpyridin-2-yl)amino)pyrimidin-4-yl)amino)-5'-oxo-5',6'-dihydrospiro[cyclohexane-1,7'-pyrrolo[3,4-b]pyridine] 1'-oxide